C(C1=CC=CC=C1)(=O)ON=C(C(=O)C1=CC=C(C=C1)SC1=CC=CC=C1)CCCCCC N-benzoyloxy-1-(4-(phenylsulfanyl)phenyl)octan-1-one-2-imine